3-(4-cyanophenyl)-1-(4-ethylphenyl)prop-2-yn-1-one C(#N)C1=CC=C(C=C1)C#CC(=O)C1=CC=C(C=C1)CC